2-{9-[(cyclopropylmethyl)amino]-7-methoxy-1H,2H,3H-cyclopenta[b]quinolin-6-yl}propan-2-ol C1(CC1)CNC1=C2C(=NC=3C=C(C(=CC13)OC)C(C)(C)O)CCC2